NCC1=CC(NC=C1)=O 4-aminomethyl-1H-pyridin-2-one